2-(3,5-dichlorophenyl)-2-methyl-4-hydroxy-5-amino-3(2H)-furanone ClC=1C=C(C=C(C1)Cl)C1(OC(=C(C1=O)O)N)C